ClC=1C=C(C=NC1)C1=NCC(CC1)C 5'-chloro-5-methyl-3,4,5,6-tetrahydro-2,3'-Bipyridine